5-((3-(1H-pyrazol-5-yl)isoquinolin-4-yl)methoxy)-2-methoxyisonicotinaldehyde N1N=CC=C1C=1N=CC2=CC=CC=C2C1COC1=CN=C(C=C1C=O)OC